FC(C=1C=C(CN2C(C2)(C2=CC=CC=C2)C2=CC=CC=C2)C=C(C1)C(F)(F)F)(F)F 1-(3,5-bis(trifluoromethyl)benzyl)-2,2-diphenylaziridine